FC=1C=C(C=C(C1OC1=CC=NC2=CC(=C(N=C12)OC)OCCO)F)C1=NC=CC=C1C(=O)N (3,5-difluoro-4-{[7-(2-hydroxyethoxy)-6-methoxy-1,5-naphthyridin-4-yl]oxy}phenyl)pyridine-3-carboxamide